C1C=C[C@H]2C3C[C@H](C([C@H]12)C3)CC(=O)O.IC3=CC(=NC(=C3)N3CCOCC3)NC(C)=O N-[4-iodo-6-(morpholin-4-yl)pyridin-2-yl]acetamide (3aR,6S,7aS)-3a,4,5,6,7,7a-hexahydro-1H-4,7-methanoinden-6-yl-acetate